C1=C(C=C(C(=C1Br)O)Br)C(=O)O The molecule is a monohydroxybenzoic acid that is p-salicylic acid with bromo- substituents at C-3 and C-5 of the benzene ring. It has a role as a marine xenobiotic metabolite. It is a monohydroxybenzoic acid and a dibromobenzene. It derives from a benzoic acid and a 2,6-dibromophenol. It is a conjugate acid of a 3,5-dibromo-4-hydroxybenzoate and a 3,5-dibromo-4-oxidobenzoate(2-).